Cl.C(CCCC)OC[C@H](N)C(=O)OCC1=CC(=NC(=C1)Cl)Cl (2,6-Dichloropyridin-4-yl)methyl O-pentyl-L-serinate hydrochloride